FC1=NC(=C2N=CN(C2=N1)C1OCCCC1)NCC1=C(C=CC=C1F)F 2-fluoro-6-[(2,6-difluorobenzyl)amino]-9-(tetrahydro-2H-pyran-2-yl)-9H-purine